OC(CNC1=CC=CC=C1)O N-dihydroxyethyl-aniline